C1(CCCC1)NC(=O)NCC1=CC(=NC=C1)OCC(F)(F)F 1-cyclopentyl-3-[[2-(2,2,2-trifluoroethoxy)pyridin-4-yl]methyl]urea